dinonylnaphthalene calcium [Ca].C(CCCCCCCC)C1=C(C2=CC=CC=C2C=C1)CCCCCCCCC